CC(=CCC/C(=C/CC/C(=C/CC/C(=C/COC[C@@H](COP(=O)([O-])OC[C@@H](C(=O)[O-])[NH3+])OC/C=C(\\C)/CC/C=C(\\C)/CC/C=C(\\C)/CCC=C(C)C)/C)/C)/C)C The molecule is an anionic phospholipid that is the conjugate base of 2,3-bis-O-(geranylgeranyl)-sn-glycero-3-phospho-L-serine, in which the carboxy and phosphate groups are anionic and the amino group is cationic; major species at pH 7.3. It is an anionic phospholipid and a 2,3-bis-O-(geranylgeranyl)-sn-glycerol 1-phospholipid anion. It is a conjugate base of a 2,3-bis-O-(geranylgeranyl)-sn-glycero-3-phospho-L-serine.